N1(CCNCC1)CC1=CC=CC(=C1O)C=1C=CC2=C(C=CO2)C1 6-(piperazinylmethyl)-2-(benzofuran-5-yl)phenol